tert-butyl N-[5-ethylsulfanyl-6-[1-(2,2,3,3,3-pentafluoropropyl) pyrazolo[3,4-c]pyridin-5-yl]-3-pyridyl]-N-methyl-carbamate C(C)SC=1C=C(C=NC1C=1C=C2C(=CN1)N(N=C2)CC(C(F)(F)F)(F)F)N(C(OC(C)(C)C)=O)C